3-(7-bromo-2,6-dichloro-8-fluoroquinazolin-4-yl)-3,8-diazabicyclo[3.2.1]octane-8-carboxylic acid-2-methylpropan-2-yl ester CC(C)(C)OC(=O)N1C2CN(CC1CC2)C2=NC(=NC1=C(C(=C(C=C21)Cl)Br)F)Cl